2-diethylamino-3-(4-methoxyphenyl)cyclopropene-1-one C(C)N(C=1C(C1C1=CC=C(C=C1)OC)=O)CC